C1(CC1)CS(=O)C1=CC=C(O1)C(=O)N 5-(cyclopropylmethylsulfinyl)furan-2-carboxamide